4-ethynyl-pyridinecarboxylic acid C(#C)C1=CC(=NC=C1)C(=O)O